CC1=C(C=2COCC2C=C1)O 5-Methyl-1,3-dihydroisobenzofuran-4-ol